OC(C)(C)C1=CN=C(S1)S(=O)(N)=N 5-(2-hydroxy-propan-2-yl)thiazole-2-sulfonimidamide